2-methyl-1,7-octanediol CC(CO)CCCCC(C)O